2-fluoro-3-(pyridin-2-yl)prop-2-en-1-one copper-zinc-thorium [Th].[Zn].[Cu].FC(C=O)=CC1=NC=CC=C1